CC1=C(C(=CC=C1)C)C1=NC=2NS(C=3C=CC=C(C(N([C@@H](COC(=C1)N2)CCC(C)C)C2CC1(CC1)C2)=O)C3)(=O)=O (11R)-6-(2,6-Dimethylphenyl)-11-isopentyl-2,2-dioxo-12-spiro[2.3]hexan-5-yl-9-oxa-2λ6-thia-3,5,12,19-tetrazatricyclo[12.3.1.14,8]nonadeca-1(18),4(19),5,7,14,16-hexaen-13-one